5-[4-[(5-fluoro-2-methyl-3-oxo-4H-quinoxalin-6-yl)methyl]Piperazin-1-yl]-6-methyl-pyridine-2-carboxylic acid methyl ester COC(=O)C1=NC(=C(C=C1)N1CCN(CC1)CC=1C(=C2NC(C(=NC2=CC1)C)=O)F)C